C1(=CC=CC=C1)CC(=O)N[C@@H](CCC(N)=O)C(=O)O phenylacetyl-L-glutamine